tert-butyl (3-(2-(2-(2-((3-(2,6-dioxopiperidin-3-yl)-1-methyl-4-oxo-3,4-dihydrophthalazin-5-yl)amino)ethoxy)ethoxy)ethoxy)phenyl)carbamate O=C1NC(CCC1N1N=C(C2=CC=CC(=C2C1=O)NCCOCCOCCOC=1C=C(C=CC1)NC(OC(C)(C)C)=O)C)=O